1,3-dimethylolpropane C(O)CCCCO